3-(1,2,4-triazol-4-yl)aniline N=1N=CN(C1)C=1C=C(N)C=CC1